N4,N4-dibenzyl-6-chloro-N2-methyl-pyridin-2,3,4-triamine C(C1=CC=CC=C1)N(C1=C(C(=NC(=C1)Cl)NC)N)CC1=CC=CC=C1